1H-pyrazol-1-formamidine hydrochloride Cl.N1(N=CC=C1)C(=N)N